C1(=CC=CC=C1)NC(C(CC(=O)O)CCC[Si](OC)(OC)OC)=O 2-(3-trimethoxysilylpropyl)succinic acid monophenylamide